C(C)(C)(C)OC(=O)NCC1=CC(=C(C=C1)NC(=O)C1=CC2=C(OCCC3=C2SC=C3)C=C1C=1C(=NC(=CC1)C(NC1(CCCCC1)C(NC)=O)=O)C(=O)OC)C methyl 3-(9-((4-(((tert-butoxycarbonyl)amino)methyl)-2-methylphenyl)carbamoyl)-4,5-dihydrobenzo[b]thieno[2,3-d]oxepin-8-yl)-6-((1-(methylcarbamoyl)cyclohexyl)carbamoyl)picolinate